ClC1=CC=C(C=C1)C1=NC(=NC(=C1)N1C[C@H](CC1)O)C#N (S)-4-(4-chlorophenyl)-6-(3-hydroxypyrrolidin-1-yl)pyrimidine-2-carbonitrile